N(=[N+]=[N-])C1=CC=2CC3=CC(=CC=C3C2C=C1)N=[N+]=[N-] 2,7-bisazidofluorene